6-chloro-N-(2-oxo-2,3-dihydro-1,3-benzoxazol-7-yl)-1H-indole-3-sulfonamide ClC1=CC=C2C(=CNC2=C1)S(=O)(=O)NC1=CC=CC=2NC(OC21)=O